C1(=CC=CC=C1)CCC(=O)NC1=NC=CC(=C1)C(=O)O [(3-phenylpropanoyl)amino]-4-pyridinecarboxylic acid